ClC=1C(=NC=CC1)C(C)(C)NC1=NC=C(C=N1)C=1SC(=CN1)C(=O)N 2-(2-{[1-(3-chloro(2-pyridyl))-isopropyl]amino}pyrimidin-5-yl)-1,3-thiazole-5-carboxamide